C(C)(C)(C)C=1NC=CC1C(=O)O tert-butylpyrrole-3-carboxylic acid